5-(3,5-dichlorophenyl)-1,3,4-oxadiazole ClC=1C=C(C=C(C1)Cl)C1=NN=CO1